C(C)(=O)N1[C@H]([C@H](CCC1)NS(=O)(=O)C)COC1CCC(CC1)C(F)F N-(cis-1-acetyl-2-(((4-(difluoromethyl)cyclohexyl)oxy)-methyl)piperidin-3-yl)methanesulfonamide